2-(4-pyridinyl)-5-phenyl-oxazole N1=CC=C(C=C1)C=1OC(=CN1)C1=CC=CC=C1